1-(methylamino)-4-(o-tolyl)-6-(trifluoromethyl)-3H-pyrido[1,2-c]pyrimidin-3-one CNC1=NC(C(=C2N1C=CC(=C2)C(F)(F)F)C2=C(C=CC=C2)C)=O